COC(=O)C=1SC=CC1NC(=O)NCC=1SC=C2C1CN(C2=O)C2C(NC(CC2)=O)=O 3-(3-((5-(2,6-dioxopiperidin-3-yl)-4-oxo-5,6-dihydro-4H-thieno[3,4-c]pyrrol-1-yl)methyl)ureido)thiophene-2-carboxylic acid methyl ester